ClC1=NC=C(C=C1NC(OC(C)(C)C)=O)C(F)(F)F tert-Butyl (2-chloro-5-(trifluoromethyl)pyridin-3-yl)carbamate